1-(3-methyl-2-pyridinyl)piperazine hydrochloride Cl.CC=1C(=NC=CC1)N1CCNCC1